ClC1=C(C(=O)N2C(CCC2)C2=NC(C(=C3N2CCN(C3=O)CCS(=O)(=O)C3=CC=CC=C3)O)=O)C(=CN=C1)Cl 6-(1-(3,5-dichloroisonicotinoyl)pyrrolidin-2-yl)-9-hydroxy-2-(2-(phenylsulfonyl)ethyl)-3,4-dihydro-2H-pyrazino[1,2-c]pyrimidine-1,8-dione